2-(1,2-bis(4-fluorophenyl)-2-oxoethyl)-4-methyl-3-oxo-N-phenylpentanamide FC1=CC=C(C=C1)C(C(=O)C1=CC=C(C=C1)F)C(C(=O)NC1=CC=CC=C1)C(C(C)C)=O